O=C1OC2=CC=CC=C2C=C1C(=O)OCCCSC1=CC(=NC2=CC=CC=C12)C1=CC(=CC(=C1)Cl)Cl 3-((2-(3,5-dichlorophenyl)quinolin-4-yl)thio)propyl 2-oxo-2H-chromene-3-carboxylate